4-(((2R,5S)-3-(4-cyano-3-(trifluoromethyl)phenyl)-2-(trifluoromethyl)oxazolidin-5-yl)methoxy)benzoic acid C(#N)C1=C(C=C(C=C1)N1[C@H](O[C@@H](C1)COC1=CC=C(C(=O)O)C=C1)C(F)(F)F)C(F)(F)F